2-chloro-1,1,1-trifluoropropene ClC(C(F)(F)F)=C